C[C@@H]1CN(C(=CC1)C=1C=CC2=C(N=C(S2)C2CCN(CC2)C2COC2)C1)C(=O)OC(C)(C)C (S)-tert-butyl 3-methyl-6-(2-(1-(oxetan-3-yl)piperidin-4-yl)benzo[d]thiazol-5-yl)-3,4-dihydropyridine-1(2H)-carboxylate